(4-isopropylpiperazin-1-yl)(3-methoxy-4-((4-(1-methyl-1H-pyrazol-4-yl)-5-(trifluoromethyl)pyrimidin-2-yl)amino)phenyl)methanone C(C)(C)N1CCN(CC1)C(=O)C1=CC(=C(C=C1)NC1=NC=C(C(=N1)C=1C=NN(C1)C)C(F)(F)F)OC